N-(3-chloro-4-(6-cyano-5-fluoropyridin-2-yl)phenyl)-3-cyanobenzenesulfonamide ClC=1C=C(C=CC1C1=NC(=C(C=C1)F)C#N)NS(=O)(=O)C1=CC(=CC=C1)C#N